triethoxysilylmethyl-bis(diethylamino)methylethyl sulfide C(C)O[Si](OCC)(OCC)CC(C)(C(N(CC)CC)N(CC)CC)SC(C)(C[Si](OCC)(OCC)OCC)C(N(CC)CC)N(CC)CC